NC1=C(C=NC2=CC(=C(C=C12)NC(\C=C\[C@@H]1N(CCC1)C)=O)OCC)C#N (2E)-N-(4-amino-3-cyano-7-ethoxyquinolin-6-yl)-3-[(2R)-1-methylpyrrolidine-2-yl]acrylamide